6-(5-cyano-1H-pyrrolo[2,3-b]pyridin-1-yl)-N-(1-(2-(2,4-dioxotetrahydropyrimidin-1(2H)-yl)benzyl)piperidin-4-yl)-4-(isopropylamino)nicotinamide C(#N)C=1C=C2C(=NC1)N(C=C2)C2=NC=C(C(=O)NC1CCN(CC1)CC1=C(C=CC=C1)N1C(NC(CC1)=O)=O)C(=C2)NC(C)C